5-[1-(5-amino-2-pyridyl)-3-(trifluoromethyl)pyrazol-4-yl]-N-[3-chloro-4-[(2S)-2-methylpiperazine-1-carbonyl]phenyl]-1-methyl-imidazole-2-carboxamide NC=1C=CC(=NC1)N1N=C(C(=C1)C1=CN=C(N1C)C(=O)NC1=CC(=C(C=C1)C(=O)N1[C@H](CNCC1)C)Cl)C(F)(F)F